2-(4-((5-chloro-4-((3aR,6aS)-5-(cyclopropylcarbonyl)-3a,6a-dimethylhexahydropyrrolo[3,4-c]pyrrol-2(1H)-yl)pyrimidin-2-yl)amino)-1H-pyrazol-1-yl)acetonitrile ClC=1C(=NC(=NC1)NC=1C=NN(C1)CC#N)N1C[C@]2(CN(C[C@]2(C1)C)C(=O)C1CC1)C